ClC1=CC=C(C(=N1)C(=O)O)N[C@H](C)C=1C=C(C=C2C(N(C(=NC12)C(F)(F)F)C)=O)C (R)-6-chloro-3-((1-(3,6-dimethyl-4-oxo-2-(trifluoromethyl)-3,4-dihydroquinazolin-8-yl)ethyl)amino)picolinic acid